CC1=CN(C(=O)NC1=O)[C@H]2C[C@@H]([C@H](O2)COP(=O)(O)OP(=O)(O)OP(=O)(O)OP(=O)(O)OP(=O)(O)OC[C@@H]3[C@H]([C@H]([C@@H](O3)N4C=NC5=C(N=CN=C54)N)O)O)O p1-(5'-Adenosyl)p5-(5'-thymidyl)pentaphosphate